FC1(C(C2=C(N(C=C2C(F)(F)F)C2=CC(=C(C#N)C=C2)OC)C1)O)F 4-(5,5-difluoro-4-hydroxy-3-(trifluoromethyl)-5,6-dihydro-cyclopenta[b]pyrrol-1(4H)-yl)-2-methoxybenzonitrile